3-(N-Morpholino)propanesulfonic acid sodium salt C1COCCN1CCCS(=O)(=O)[O-].[Na+]